(S)-9-amino-4-ethyl-8-fluoro-11-((3-fluoro-3-(hydroxymethyl)azetidin-1-yl)methyl)-4-hydroxy-1,12-dihydro-14H-pyrano[3',4':6,7]indolizino[1,2-b]quinoline-3,14(4H)-dione NC1=CC=2C(=C3C(=NC2C=C1F)C1=CC2=C(C(N1C3)=O)COC([C@]2(O)CC)=O)CN2CC(C2)(CO)F